3-((6-amino-2-fluoro-9H-purin-9-yl)methyl)phenol NC1=C2N=CN(C2=NC(=N1)F)CC=1C=C(C=CC1)O